C1(CC1)[C@@H](C(=O)N1[C@@H]([C@H]2C([C@H]2C1)(C)C)C(=O)O)NC(C(F)(F)F)=O (1R,2S,5S)-3-((S)-2-cyclopropyl-2-(2,2,2-trifluoroacetamido)acetyl)-6,6-dimethyl-3-azabicyclo[3.1.0]hexane-2-carboxylic acid